3-methyl-7-(4,4,5,5-tetramethyl-1,3,2-dioxaborolan-2-yl)imidazo[4,5-c]pyridine CN1C=NC2=C1C=NC=C2B2OC(C(O2)(C)C)(C)C